Cl.CC(C)C1=C(C2=C(S1)CCC2)N 2-(propan-2-yl)-4H,5H,6H-cyclopenta[b]thiophen-3-amine hydrochloride